3-fluoro-N-[3-fluoro-5-methyl-4-(1,2,3,6-tetrahydro-pyridin-4-yl)-phenyl]-4-(1,2,3,6-tetrahydro-pyridin-4-yl)-benzamide FC=1C=C(C(=O)NC2=CC(=C(C(=C2)C)C=2CCNCC2)F)C=CC1C=1CCNCC1